N-((3S,4S)-3-((6-(2,6-difluoro-3,5-dimethoxyphenyl)-8-(4-methoxypiperidin-1-yl)pyrido[3,4-d]pyrimidin-2-yl)amino)tetrahydro-2H-pyran-4-yl)acrylamide FC1=C(C(=C(C=C1OC)OC)F)C1=CC2=C(N=C(N=C2)N[C@@H]2COCC[C@@H]2NC(C=C)=O)C(=N1)N1CCC(CC1)OC